(S)-6-isopropyl-2-methoxy-3-(3-methoxypropoxy)-9-(3-methyl-1,2,4-oxadiazol-5-yl)-5,6-dihydro-10H-pyrido[1,2-h][1,7]naphthyridin-10-on C(C)(C)[C@@H]1CC=2C=C(C(=NC2C=2N1C=C(C(C2)=O)C2=NC(=NO2)C)OC)OCCCOC